1,2-benzenediamine C=1(C(=CC=CC1)N)N